COC=1C=C(C=CC2=NC3=CC=CC=C3C=C2)C=CC1OCCCCCCCCCCCC 2-(3-methoxy-4-dodecyloxystyryl)quinoline